N1-(4-fluoro-3-(trifluoro-methoxy)benzyl)-N2-(1H-pyrrolo[3,2-b]pyridin-3-yl)oxalamide FC1=C(C=C(CNC(C(=O)NC2=CNC=3C2=NC=CC3)=O)C=C1)OC(F)(F)F